N=1SN=C2C1C=CC(=C2)NS(=O)(=O)C2=CNC1=C3C(=CC=C21)CCC3 N-(2,1,3-benzothiadiazol-5-yl)-1,6,7,8-tetrahydrocyclopenta[g]indole-3-sulfonamide